C(C)(C)=C(C1=CC=CC=C1)[Zr](CC1=CC=CC=C1)(C1=CC=CC=2C3=CC=CC=C3CC12)C1C=CC=C1 (isopropylidene)(cyclopentadienyl)(fluorenyl)dibenzylzirconium